O1CCN(CC1)C1=CC=C(C=C1)C(CSC1=NN=NN1C1=CC=C(C=C1)S(=O)(=O)N)=O 4-(5-((2-(4-morpholinophenyl)-2-oxoethyl)thio)-1H-tetrazol-1-yl)benzenesulfonamide